1,3,5-tris(2,2-dimethylbutyrylamino)benzene Ethyl-(3S)-3-((tert-butoxycarbonyl)amino)-3-(2,4-difluoro-2'-hydroxy-4',5,6'-trimethyl-[1,1'-biphenyl]-3-yl)propanoate C(C)OC(C[C@@H](C=1C(=C(C=C(C1F)C)C1=C(C=C(C=C1C)C)O)F)NC(=O)OC(C)(C)C)=O.CC(C(=O)NC1=CC(=CC(=C1)NC(C(CC)(C)C)=O)NC(C(CC)(C)C)=O)(CC)C